CC=1OC2=C(C1)C=C(C=C2)OCC=2C(=NN(C2)C)C(F)(F)F 2-Methyl-5-((1-methyl-3-(trifluoromethyl)-1H-pyrazol-4-yl)methoxy)benzofuran